COC(C(COC)C1=CC=C(C=C1)S(=O)(=O)CC)=O 2-(4-(Ethanesulfonyl)phenyl)-3-methoxypropionic acid methyl ester